ClC=1C=C2C=NN(C2=C(C1C)C=1C(=C(C=C2CCCOC12)N1[C@H](C2(CN(C2)C(C=C)=O)CC1)C)C#N)C 8-(5-chloro-1,6-dimethyl-1H-indazol-7-yl)-6-((5S)-5-methyl-2-(2-propenoyl)-2,6-diazaspiro[3.4]octan-6-yl)-3,4-dihydro-2H-chromene-7-carbonitrile